CN1C(C2=CC=CC=C2C(=C1)C1=C(C=CC(=C1)S(=O)(=O)C)OC1COCCC1)=O 2-methyl-4-[5-methylsulfonyl-2-(oxan-3-yloxy)phenyl]isoquinolin-1-one